(S)-1-(1-((5-(4-(pyridin-3-ylethynyl)phenyl)isoxazol-3-yl)methyl)-1H-imidazol-2-yl)ethan-1-ol N1=CC(=CC=C1)C#CC1=CC=C(C=C1)C1=CC(=NO1)CN1C(=NC=C1)[C@H](C)O